C1(CC1)C=1N=NN(C1)[C@H](C(=O)N1[C@@H](C[C@H](C1)O)C(=O)NCCCC=1C=NOC1)C(C)(C)C (2S,4R)-1-[(2S)-2-(4-cyclopropyltriazol-1-yl)-3,3-dimethyl-butanoyl]-4-hydroxy-N-(3-isoxazol-4-ylpropyl)pyrrolidine-2-carboxamide